C(C=C)S(=O)(=O)NC1=CC=C(C=C1)C1=C2C(=NC(=C1)NC(=O)C1CC1)NC=C2 N-(4-(4-(allylsulfonylamino)phenyl)-1H-pyrrolo[2,3-b]pyridin-6-yl)cyclopropylcarboxamide